N-(1-methyl-isoamyl)-N'-phenyl-p-phenylenediamine CC(CC(C)C)NC1=CC=C(C=C1)NC1=CC=CC=C1